(3,3-dimethylbutanoyl)-L-phenylalanyl-D-glutamic acid CC(CC(=O)N[C@@H](CC1=CC=CC=C1)C(=O)N[C@H](CCC(=O)O)C(=O)O)(C)C